N-((tert-butoxycarbonyl)-L-phenylalanyl)-S-((triisopropylsilyl)ethynyl)-L-cysteine methyl ester COC([C@@H](NC([C@@H](NC(=O)OC(C)(C)C)CC1=CC=CC=C1)=O)CSC#C[Si](C(C)C)(C(C)C)C(C)C)=O